8-(4-(4-((5-(2,6-dioxopiperidin-3-yl)pyridin-3-yl)methyl)piperazin-1-yl)piperidin-1-yl)-9-ethyl-6,6-dimethyl-11-oxo-6,11-dihydro-5H-benzo[b]carbazole-3-carbonitrile O=C1NC(CCC1C=1C=C(C=NC1)CN1CCN(CC1)C1CCN(CC1)C=1C(=CC2=C(C(C=3NC4=CC(=CC=C4C3C2=O)C#N)(C)C)C1)CC)=O